(S)-1-((2S,5R)-5-((R)-2,2-dimethyl-1,3-dioxolan-4-yl)-3-methylenetetrahydrofuran-2-yl)-5-methylhepta-5,6-dien-3-yl 4-nitrobenzoate [N+](=O)([O-])C1=CC=C(C(=O)O[C@@H](CC[C@@H]2O[C@H](CC2=C)[C@@H]2OC(OC2)(C)C)CC(=C=C)C)C=C1